C(#N)C(=CC1=CC=C(C=CP(O)(O)=O)C=C1)C#N (4-(2,2-dicyanovinyl)styryl)phosphonic acid